(R)-2-(9-(pyridine-2-yl)-6-oxaspiro[4.5]decane-9-yl)acetic acid N1=C(C=CC=C1)[C@@]1(CCOC2(CCCC2)C1)CC(=O)O